C(C1=CC=CC=C1)=NN=C1SC(C(N1)=O)CC(=O)Cl 2-(2-((benzylidene)hydrazineylidene)-4-oxothiazolidine-5-yl)acetyl chloride